diazoamine [N+](=[N-])=N